tert-butyl 4-[2-(difluoromethyl)-4-(4,4,5,5-tetramethyl-1,3,2-dioxaborolan-2-yl)phenyl]piperazine-1-carboxylate FC(C1=C(C=CC(=C1)B1OC(C(O1)(C)C)(C)C)N1CCN(CC1)C(=O)OC(C)(C)C)F